6-(4-amino-2,6-dichlorophenoxy)-2-(pyridin-4-ylmethyl)-3,4-dihydroisoquinoline NC1=CC(=C(OC=2C=C3CCN(CC3=CC2)CC2=CC=NC=C2)C(=C1)Cl)Cl